ClC=1C=C(C=CC1)C1=NN(C=C1)C1=NC(=NC(=C1)N1CCOCC1)OCC(CO)O 3-((4-(3-(3-chlorophenyl)-1H-pyrazol-1-yl)-6-morpholinopyrimidin-2-yl)oxy)propane-1,2-diol